tert-butyl 2-(4-(5-(2-methoxy-2-oxoethyl)pyridin-2-yl)-2,2-dimethylpiperazine-1-carbonyl)-7,7-dimethyl-2,4,6,7-tetrahydro-5H-pyrazolo[4,3-c]pyridine-5-carboxylate COC(CC=1C=CC(=NC1)N1CC(N(CC1)C(=O)N1N=C2C(CN(CC2(C)C)C(=O)OC(C)(C)C)=C1)(C)C)=O